C(CCCCCCCC=CC)=O undec-9-enal